ClC=1C=C(C=2N(N1)C(=NN2)CCC)NCC2=NC=CC=C2 6-chloro-3-propyl-N-(2-pyridylmethyl)-[1,2,4]triazolo[4,3-b]pyridazin-8-amine